S1C2=C(C=C1)C(=CC=C2)N2CCN(CC2)CCCCOC2=CC=C1C=CC(N(C1=C2)COC(C(CC)(C)C)=O)=O 2,2-Dimethylbutyric acid 7-[4-(4-benzo[b]thiophen-4-ylpiperazin-1-yl)butoxy]-2-oxo-2H-quinolin-1-ylmethyl ester